1-(cyanomethyl)-3-methylimidazolium chloride [Cl-].C(#N)CN1C=[N+](C=C1)C